CN1N=C(C=C1C1=CC=C2C=C(C(OC2=C1)(C)C)C=O)C 7-(1,3-dimethyl-1H-pyrazol-5-yl)-2,2-dimethyl-2H-chromen-3-carbaldehyde